6-[(E)-but-2-enyl]-4-[3-methoxy-5-(morpholine-4-carbonyl)-2-pyridinyl]-2-methyl-1H-pyrrolo[2,3-c]pyridin-7-one C(\C=C\C)N1C(C2=C(C(=C1)C1=NC=C(C=C1OC)C(=O)N1CCOCC1)C=C(N2)C)=O